C(C)(C)(C)OC(NCCC=1NC2=CC(=C(C=C2C1)C)C(NC1(CC1)C1=CC=CC2=CC=CC=C12)=O)=O tert-butyl(2-(5-methyl-6-((1-(naphthalen-1-yl)cyclopropyl)carbamoyl)-1H-indol-2-yl)ethyl)carbamate